FC(CCC=1C(=NON1)C(=O)N)(F)F 4-(3,3,3-trifluoropropyl)-1,2,5-oxadiazole-3-carboxamide